C(C)(=O)C1=CC=C(C=C1)C=1C=2N(C=C(C1)C=1C=C(C#N)C=CC1)C=C(N2)C2=CC=CC=C2 3-(8-(4-acetylphenyl)-2-phenylimidazo[1,2-a]pyridin-6-yl)benzonitrile